BrC1=NN(C(=C1)C(=O)NC1=C(C=C(C=C1C(NC)=O)C#N)C)C1=NC=CC=C1Cl 3-Bromo-1-(3-chloro-2-pyridinyl)-N-[4-cyano-2-methyl-6-(methylcarbamoyl)phenyl]-1H-pyrazole-5-carboxamide